C1(=CC=C(C=C1)N(C1=CC=C(C(=C1)C1=CC=CC=C1)C1=CC(=CC=C1)C1=CC=CC=C1)C1=CC=C(C=C1)C=1C2=CC=CC=C2C=2C=CC=CC2C1)C1=CC=C(C=C1)C1=CC=CC=C1 [1,1':4',1'']terphenyl-4-yl-(4-phenanthrene-9-yl-phenyl)-[1,1':2',1'':3'',1''']quaterphenyl-5'-yl-amine